BrC1=NC=CC(=C1)OC=1C=NC(=CC1)[N+](=O)[O-] 2-bromo-4-((6-nitro-pyridin-3-yl)oxy)pyridine